COCCOCCOCCOCCOCCOC1=CC=C(CCNC(OC(C)(C)C)=O)C=C1 tert-Butyl 4-(2,5,8,11,14-pentaoxahexadecan-16-yloxy)phenethylcarbamate